3-methyl-6-nitro-1-(1-phenylethyl)-4H-quinazolin-2-one CN1C(N(C2=CC=C(C=C2C1)[N+](=O)[O-])C(C)C1=CC=CC=C1)=O